CC(C1=CC=CC=C1)(C)N=C=O α,α-dimethylbenzyl isocyanate